FC=1C=C2C(=NC1)[C@@H]([C@H](O2)C)CNC(OC(C)(C)C)=O tert-butyl {[(2R,3S)-6-fluoro-2-methyl-2,3-dihydrofuro[3,2-b]pyridin-3-yl]methyl}carbamate